CN1CC2C(CC1)CCN2C=2C=1N(C(=NN2)SC)C=CN1 8-(6-methyl-3,3a,4,5,7,7a-hexahydro-2H-pyrrolo[2,3-c]pyridin-1-yl)-5-methylsulfanyl-imidazo[1,2-d][1,2,4]triazine